4-(3,8-diazabicyclo[3.2.1]oct-3-yl)-6-(1-methyl-1H-pyrazol-4-yl)pyrrolo[1,2-b]pyridazine hydrochloride Cl.C12CN(CC(CC1)N2)C=2C=1N(N=CC2)C=C(C1)C=1C=NN(C1)C